8-(1-(2,2-difluoroethyl)-1H-pyrazolo[3,4-b]pyrazin-6-yl)-2-((2-(2,2,2-trifluoroethoxy)pyrimidin-5-yl)methyl)-2,8-diazaspiro[4.5]decan-3-one FC(CN1N=CC=2C1=NC(=CN2)N2CCC1(CC(N(C1)CC=1C=NC(=NC1)OCC(F)(F)F)=O)CC2)F